C(C)(C)C1CCC(CC1)N1CCC(CC1)N1C(C(C2=CC=CC=C12)CC(=O)OC(C)C)=O isopropyl 2-(1-(1-((1s,4s)-4-isopropylcyclohexyl)piperidin-4-yl)-2-oxoindolin-3-yl)acetate